4-methyl-3-phenoxyaniline CC1=C(C=C(N)C=C1)OC1=CC=CC=C1